2-undecenoate C(C=CCCCCCCCC)(=O)[O-]